copper tetrafluoroborate-ethanol C(C)O.F[B-](F)(F)F.[Cu+2].F[B-](F)(F)F